NC=1NC(C=2N(C(N(C2N1)C1C(CC(O1)C(=O)[O-])O)=O)CC#C)=O 5-(2-amino-6,8-dioxo-7-(prop-2-yn-1-yl)-1,6,7,8-tetrahydro-9H-purin-9-yl)-4-hydroxytetrahydrofuran-2-carboxylate